NCCOCCNC(C1=C(C(=C(C=C1)NC=1C=2N(C=CN1)C(=CN2)C2=C(C(=C(C=C2)OC)F)F)F)F)=O N-(2-(2-amino-ethoxy)ethyl)-4-((3-(2,3-difluoro-4-methoxyphenyl)imidazo[1,2-a]pyrazin-8-yl)amino)-2,3-difluorobenzamide